1-(4-fluorophenyl)-2-(4-(methylamino)piperidin-1-yl)ethan-1-one hydrochloride Cl.FC1=CC=C(C=C1)C(CN1CCC(CC1)NC)=O